2,6,6-trimethyl-cyclohexa-2-ene CC=1CC(CCC1)(C)C